O1CCNC2=C1C=C(C=C2)[C@H]2N(C[C@@H](CC2)C)C(C(=O)NC=2C=C(C=NC2)C(=O)N)=O 5-[[2-[(2S,5R)-2-(3,4-dihydro-2H-1,4-benzoxazin-7-yl)-5-methyl-1-piperidyl]-2-oxo-acetyl]amino]pyridine-3-carboxamide